C(N)(=O)C1(COC1)NC(=O)C1=C(OC2=C1C=C(C=C2)OCC2=NC=CC=C2)C N-(3-carbamoyloxetan-3-yl)-2-methyl-5-(pyridin-2-ylmethoxy)benzofuran-3-carboxamide